CN1CC(C1)C1=CC=C(N=N1)C1=C(C=C(C=C1)C=1C=CC=2N(C1)C=C(N2)C)O [6-(1-Methylazetidin-3-yl)pyridazin-3-yl]-5-{2-methylimidazo[1,2-a]pyridin-6-yl}phenol